7-(4-(2-fluoro-4-methylpyridin-3-yl)cyclohexyl)-3-methylpyrido[2,3-b]pyrazin-6(5H)-one FC1=NC=CC(=C1C1CCC(CC1)C1=CC=2C(=NC(=CN2)C)NC1=O)C